O=C1NC(CCC1N1C(C2=CC=C(C=C2C1)C1=NC=CC(=C1)CNCCNC(C)=O)=O)=O N-(2-(((2-(2-(2,6-dioxopiperidin-3-yl)-1-oxoisoindolin-5-yl)pyridin-4-yl)methyl)amino)ethyl)acetamide